C(C)C1=C(C=CC=C1)CC(=O)O 2-(2-ethylphenyl)acetic acid